Methyl (S)-3-(3-aminophenyl)-2-((tert.butoxycarbonyl)amino)propanoate NC=1C=C(C=CC1)C[C@@H](C(=O)OC)NC(=O)OC(C)(C)C